ClC=1C=C(C(=O)NC(C(=O)O)CC2=CC(NC3=CC=CC=C23)=O)C=CC1Cl 2-(3,4-dichlorobenzamido)-3-(1,2-dihydro-2-oxo-4-quinolyl)propionic acid